C(C(=C)C)(=O)ONC=O N-(methacryloyloxy)formamide